O1CC[C@H]2N(CC[C@H]21)C2=NC(=NC(=C2)N2N=C(C=C2)C2=CC(=CC=C2)C)CCCC(CO)O 5-[4-[(3aR,6aR)-hexahydro-2H-furo[3,2-b]pyrrol-4-yl]-6-[3-(3-methylphenyl)-1H-pyrazol-1-yl]pyrimidin-2-yl]pentane-1,2-diol